(S)-3-(6-((5R,6R)-6-allyl-5-(((tert-butyldimethylsilyl)oxy)methyl)-5-methyl-2-(methylthio)-5,6-dihydro-7H-pyrrolo[2,3-d]pyrimidin-7-yl)pyridin-2-yl)-4-methyloxazolidin-2-one C(C=C)[C@@H]1[C@](C2=C(N=C(N=C2)SC)N1C1=CC=CC(=N1)N1C(OC[C@@H]1C)=O)(C)CO[Si](C)(C)C(C)(C)C